benzotriazole-1-oxytris-pyrrolidinyl-phosphonium hexafluorophosphate F[P-](F)(F)(F)(F)F.N1(N=NC2=C1C=CC=C2)O[P+](N2CCCC2)(N2CCCC2)N2CCCC2